1,2,3-triisopropyl-pyrazolium C(C)(C)[N+]=1N(C(=CC1)C(C)C)C(C)C